ClC1=C(C=C(C=C1)C1=CN(C(C=C1)=O)C(C)C)CC(C(=O)NC1=CC(=C(C=C1)C=1N(C=NC1)C)Cl)NC(=O)C=1C(=NOC1)C N-[1-[[2-chloro-5-(1-isopropyl-6-oxo-3-pyridyl)phenyl]methyl]-2-[3-chloro-4-(3-methylimidazol-4-yl)anilino]-2-oxo-ethyl]-3-methyl-isoxazole-4-carboxamide